(5S)-2-(2,2-difluoro-3-methylcyclopropane-1-carbonyl)-9,9-dimethyl-8-oxo-2-azaspiro[4.5]dec-6-ene-7-carbonitrile FC1(C(C1C)C(=O)N1C[C@@]2(CC1)C=C(C(C(C2)(C)C)=O)C#N)F